CC=1C=C(C(=C2C=CNC12)COC1OCCCC1)S(=O)(=O)C 7-methyl-5-(methylsulfonyl)-4-(((tetrahydro-2H-pyran-2-yl)oxy)-methyl)-1H-indole